O1CCC(CC1)CC1=C(C(=O)N)C=CC=C1NC=1N=NC(=CC1)C1=CC=CC=C1 [(oxan-4-yl)methyl]-3-[(6-phenylpyridazin-3-yl)amino]benzamide